4-[(2-methylbiphenyl-3-yl)amino]pyrido[3,2-d]pyrimidine-7-carbaldehyde CC1=C(C=CC=C1NC=1C2=C(N=CN1)C=C(C=N2)C=O)C2=CC=CC=C2